(S)-2-(2-((S)-1-(2,3-Difluorobenzyl)-5-oxopyrrolidin-2-yl)acetamido)-N-isobutoxy-3-methylbutanamide FC1=C(CN2[C@@H](CCC2=O)CC(=O)N[C@H](C(=O)NOCC(C)C)C(C)C)C=CC=C1F